N-(6-cyclopropylpyridin-3-yl)-N-((5-(5-(difluoromethyl)-1,3,4-oxadiazol-2-yl)thiazol-2-yl)methyl)ethanesulfonamide C1(CC1)C1=CC=C(C=N1)N(S(=O)(=O)CC)CC=1SC(=CN1)C=1OC(=NN1)C(F)F